6-bromo-3-((3-fluoro-2-methoxypyridin-4-yl)methyl)-2-methoxyquinoline BrC=1C=C2C=C(C(=NC2=CC1)OC)CC1=C(C(=NC=C1)OC)F